[3-[[2-Fluoro-4-(trifluoromethyl)phenyl]methoxy]azetidin-1-yl]-[rac-(4aR,8aR)-2,3,4,4a,5,7,8,8a-octahydropyrido[4,3-b][1,4]oxazin-6-yl]methanone FC1=C(C=CC(=C1)C(F)(F)F)COC1CN(C1)C(=O)N1C[C@@H]2[C@H](OCCN2)CC1 |r|